methyl pentylacetate C(CCCC)CC(=O)OC